2,2'-((2-(3-(heptadecan-9-yloxy)-5-pentadecylphenoxy)ethyl)azanediyl)bis(ethan-1-ol) CCCCCCCCC(CCCCCCCC)OC=1C=C(OCCN(CCO)CCO)C=C(C1)CCCCCCCCCCCCCCC